C[SiH](C1=CC=C(C=C1)[Si](C)(C)C1=CC=C(C=C1)[SiH](C)C)C bis(4-(dimethylsilyl)phenyl)dimethylsilane